(E)-4-((1,3-bis(dodecanoyloxy)propan-2-yl)oxy)-4-oxobut-2-enoic acid (Diglyceryl Lauryl Fumarate) C(C(O)CO)C(CCCCCCCCCCC/C(/C(=O)O)=C\C(=O)O)CC(O)CO.C(CCCCCCCCCCC)(=O)OCC(COC(CCCCCCCCCCC)=O)OC(/C=C/C(=O)O)=O